NCC#CC=1C=CC(=C(C1)NC1C(NC(CC1)=O)=O)F 3-((5-(3-aminoprop-1-yn-1-yl)-2-fluorophenyl)amino)piperidine-2,6-dione